N1=CC=C(C=C1)C=1N=C(C2=C(N1)C=NC=C2)N2CCC1(CCN(C1)[C@H]1[C@@H](COC1)O)CC2 (trans)-4-(8-(2-(pyridin-4-yl)pyrido[3,4-d]pyrimidin-4-yl)-2,8-diazaspiro[4.5]decan-2-yl)tetrahydrofuran-3-ol